6-(3-cyclopropylphenoxy)-N-[2-(2,4-dichlorophenyl)-2-fluoro-ethyl]-2,2-dimethyl-3H-furo[3,2-b]pyridine-7-carboxamide C1(CC1)C=1C=C(OC=2C(=C3C(=NC2)CC(O3)(C)C)C(=O)NCC(F)C3=C(C=C(C=C3)Cl)Cl)C=CC1